FC([C@H]1C[C@H](NC1)C(=O)O)(F)F (2S,4S)-4-Tri-fluoromethyl-pyrrolidine-2-carboxylic acid